BrC=1C(=C(C=CC1F)NS(=O)(=O)C=1C=NC=C(C1)C#N)F N-(3-bromo-2,4-difluorophenyl)-5-cyanopyridine-3-sulfonamide